dicyclohexyl[2',4',6'-Tris(isopropyl)[1,1'-biphenyl]-2-yl]phosphine C1(CCCCC1)P(C1=C(C=CC=C1)C1=C(C=C(C=C1C(C)C)C(C)C)C(C)C)C1CCCCC1